CC1=CC(=C(COC2CN(C2)C(=O)N2C[C@@H]3[C@@H](OCC(N3)=O)CC2)C=C1)OC(F)(F)F (4aR,8aS)-6-(3-((4-Methyl-2-(trifluoromethoxy)benzyl)oxy)azetidin-1-carbonyl)hexahydro-2H-pyrido[4,3-b][1,4]oxazin-3(4H)-on